ClC1=C(C=CC(=C1)OC)C(C1=CNC2=C1C1=C(NCC(N1)(C)COC)C=N2)O 9-((2-chloro-4-methoxyphenyl)(hydroxy)methyl)-2-(methoxymethyl)-2-methyl-1,2,4,7-tetrahydro-3H-pyrrolo[3',2':5,6]Pyrido[3,4-b]Pyrazine